OCC1CCC(CN1)C(=O)N 6-(hydroxymethyl)piperidine-3-carboxamide